2-((4-((6-((4-Cyano-2-fluorophenoxy)methyl)pyridin-2-yl)oxy)piperidin-1-yl)methyl)-4-(difluoromethoxy)-1-methyl-1H-benzo[d]imidazole-6-carboxylic acid C(#N)C1=CC(=C(OCC2=CC=CC(=N2)OC2CCN(CC2)CC2=NC3=C(N2C)C=C(C=C3OC(F)F)C(=O)O)C=C1)F